[C@@H]1(CCC2=CC=CC=C12)NC=1C2=C(N=CN1)N(C=C2)[C@H]2C[C@@H]([C@@H](C2)CNS(O)(=O)=O)O.COC2=CC(=NN2)C#N 5-methoxy-1H-pyrazole-3-carbonitrile ((1S,2S,4R)-4-(4-((1S)-2,3-Dihydro-1H-inden-1-ylamino)-7H-pyrrolo(2,3-d)pyrimidin-7-yl)-2-hydroxycyclopentyl)methyl-sulphamate